CC(C)C1=CC=CC=C1 Propane-2-yl-benzene